NC12CC(C1)(C2)NC(COC2=CC(=C(C=C2)Cl)F)=O N-(1-amino-3-bicyclo[1.1.1]pentanyl)-2-(4-chloro-3-fluoro-phenoxy)acetamide